COC1=C(C=C(C=C1)O)OC(F)(F)F 4-methoxy-3-(trifluoromethoxy)phenol